N[C@@H]1[C@@H](C1)OCC1=CC=C(C=C1)C1=CC=C(C=C1)/C=C/[C@@H](CO)N1C(=NC=C1)[C@H](C)O (S,E)-4-(4'-(((cis)-2-aminocyclopropoxy)methyl)-[1,1'-biphenyl]-4-yl)-2-(2-((S)-1-hydroxyethyl)-1H-imidazol-1-yl)but-3-en-1-ol